N12CC3CCC3C(C=CCCCS(NCC3=CC=C(OCC4(C1)CC=CC1=CC=CC=C14)C2=C3)(=O)=O)C=O 2H-SPIRO[NAPHTHALENE-1,22'-[20]OXA[13]THIA[1,14]DIAZATETRACYCLO[14.7.2.0~3,6~.0~19,24~]PENTACOSA[8,16,18,24]TETRAENE]-7'-CARBALDEHYDE 13',13'-DIOXIDE